6-((5S,7R)-2,2-difluoro-7-methyl-6-(2,2,2-trifluoroethyl)-5,6,7,8-tetrahydro-[1,3]dioxolano[4,5-g]isoquinolin-5-yl)-N-((S)-1-(3-fluoropropyl)pyrrolidin-3-yl)pyridin-3-amine FC1(OC=2C(=CC=3C[C@H](N([C@@H](C3C2)C2=CC=C(C=N2)N[C@@H]2CN(CC2)CCCF)CC(F)(F)F)C)O1)F